(R)-1-(1-ethylpyrrolidin-2-yl)-N-methylmethylamine C(C)N1[C@H](CCC1)CNC